CC1CN(CC(O1)C)C=1C=C2C(=CC(=NC2=CC1)C)NC1=CC=C(C=C1)C1=NC2=C(N1)C=CC(=C2)NC2=CC(=NC=C2)C 6-(2,6-dimethylmorpholinyl)-2-methyl-N-(4-(5-(2-methylpyridin-4-ylamino)-1H-benzo[d]imidazol-2-yl)phenyl)quinolin-4-amine